5-(8-(3-(2,4-difluorobenzyl)azetidin-1-yl)imidazo[1,2-b]pyridazin-6-yl)pyrimidine-2,4(1H,3H)-dione FC1=C(CC2CN(C2)C=2C=3N(N=C(C2)C=2C(NC(NC2)=O)=O)C=CN3)C=CC(=C1)F